C[C@H]1N(CCN(C1=O)C)CCOC=1C=C2C=CC(=NC2=CC1)C1=CC=C(C=C1)C=1C2=C(C(N(C1)C)=O)N(C=C2)S(=O)(=O)C2=CC=C(C)C=C2 (R)-4-{4-[6-(2-(2,4-dimethyl-3-oxopiperazin-1-yl)ethoxy)quinolin-2-yl]phenyl}-6-methyl-1-tosyl-1H-pyrrolo[2,3-c]pyridin-7(6H)-one